Amino-3-nitrobenzene NC1=CC(=CC=C1)[N+](=O)[O-]